NCCCOCCOCCCN 1,2-bis-(3-aminopropoxy)ethane